C1(=CC=CC=C1)C(=C1C(CCCC1=O)=O)I 2-(phenyliodomethylene)cyclohexane-1,3-dione